C[Si](CCC(=O)O[2H])(C)C 3-(trimethylsilyl)propionic acid-d